C1(CCCCC1)OOC1CCCCC1.C(O)(O)=O carbonic-dicyclohexylperoxyester